(R)-3-Hydroxy-3-(3-(6-(2-(((1S,2S)-2-hydroxy-1-phenylpropyl)amino)pyrimidin-4-yl)pyridin-2-yl)isoxazol-5-yl)-1-methylpyrrolidin-2-one O[C@@]1(C(N(CC1)C)=O)C1=CC(=NO1)C1=NC(=CC=C1)C1=NC(=NC=C1)N[C@H]([C@H](C)O)C1=CC=CC=C1